5-(4-chloro-3-(4-ethoxybenzyl)phenyl)-1-((R)-1-hydroxyethyl)-6,8-dioxabicyclo[3.2.1]octane-2,3,4-triol ClC1=C(C=C(C=C1)C12C(C(C(C(CO1)(O2)[C@@H](C)O)O)O)O)CC2=CC=C(C=C2)OCC